(R)-(7-Isopropyl-1H-benzo[d]imidazol-2-yl)(5-methyl-7,8-dihydro-1,6-naphthyridin-6(5H)-yl)methanone C(C)(C)C1=CC=CC2=C1NC(=N2)C(=O)N2[C@@H](C=1C=CC=NC1CC2)C